2-(2-methylthiazol-5-yl)pyrimidin-4-amine CC=1SC(=CN1)C1=NC=CC(=N1)N